C(C)(C)NC(OC)=NC(C)C 1,3-diisopropyl-2-methyl-isourea